octadecyl 3-hydroxyphenylphosphorylpropionate OC=1C=C(C=CC1)P(=O)=C(C(=O)OCCCCCCCCCCCCCCCCCC)C